3-(1H-indol-3-yl)propionitrile N1C=C(C2=CC=CC=C12)CCC#N